8-(4-Benzyloxyphenoxy)-1,2,3,4-tetrahydro-β-carboline-1-one C(C1=CC=CC=C1)OC1=CC=C(OC=2C=CC=C3C=4CCNC(C4NC23)=O)C=C1